[Na+].CN1C(C(C(C(=C1)C)=O)NC(N[C@@H](CC(=O)[O-])C=1N(C=CC1)C1=CC=CC=C1)=O)=O (S)-3-(3-(1,5-dimethyl-4-oxo-2-oxo-1,2-dihydropyridin-3-yl)ureido)-3-(1-phenyl-1H-pyrrol-2-yl)propionic acid sodium salt